N-(2-fluoro-5-((1s,3s)-3-methyl-1-(4-methyl-4H-1,2,4-triazol-3-yl)cyclobutyl)phenyl)-2-oxo-1,2-dihydropyridine-3-carboxamide FC1=C(C=C(C=C1)C1(CC(C1)C)C1=NN=CN1C)NC(=O)C=1C(NC=CC1)=O